The molecule is a tripeptide composed of L-glutamic acid, L-alanine and L-tryptophan joined in sequence by peptide linkages. It has a role as a metabolite. It derives from a L-alanine, a L-glutamic acid and a L-tryptophan. C[C@@H](C(=O)N[C@@H](CC1=CNC2=CC=CC=C21)C(=O)O)NC(=O)[C@H](CCC(=O)O)N